FC=1C=C(C(=O)NC=2C=C3CCNCC3=CC2)C=C(C1)CN1C(C2=CC=C(C=C2C=C1)C=1C(=NOC1)C)=O 3-Fluoro-5-((6-(3-methylisoxazol-4-yl)-1-oxoisoquinolin-2(1H)-yl)methyl)-N-(1,2,3,4-tetrahydroisoquinolin-6-yl)benzamide